COC(C1=CC(=C(C(=C1)C)OCCCl)I)=O 4-(2-Chloroethoxy)-3-iodo-5-methylbenzoic acid methyl ester